C(C)(C)(C)OC(=O)N1CCN(CC1)C1=C(C=C(C=C1)N)F 4-(4-amino-2-fluorophenyl)piperazine-1-carboxylic acid tert-butyl ester